2,5,6-tricyanobenzimidazole lithium salt [Li].C(#N)C=1NC2=C(N1)C=C(C(=C2)C#N)C#N